3a,7β-dihydroxy-5a-cholanic acid O[C@H]1C[C@@H]2C[C@@H]([C@H]3[C@@H]4CC[C@H]([C@@H](CCC(=O)O)C)[C@]4(CC[C@@H]3[C@]2(CC1)C)C)O